C(CN[C@@H](CC(=O)O)C(=O)O)N[C@@H](CC(=O)O)C(=O)O (1,2-ethanediyl)bis-aspartic acid